(1R,4r)-4-((((1R,2S)-2-((2-(2,6-dioxopiperidin-3-yl)-1-oxoisoindolin-5-yl)oxy)cyclopentyl)amino)methyl)cyclohexane-1-carbonitrile O=C1NC(CCC1N1C(C2=CC=C(C=C2C1)O[C@@H]1[C@@H](CCC1)NCC1CCC(CC1)C#N)=O)=O